CCC=CC(C=CCCCCCCCCCC)=O Heptadeca-3,6-dien-5-one